ClC1=C(C=CC(=C1)Cl)[C@@H](C)O (R)-1-(2,4-dichlorophenyl)ethanol